C(C)(=O)N1CCC(CC1)NC=1N=CC2=C(N1)C(=CN=C2NC(C2=CC=CC=C2)=O)I N-(2-((1-Acetylpiperidin-4-yl)amino)-8-iodopyrido[4,3-d]pyrimidin-5-yl)benzamide